6-(4-fluorophenoxy)pyridine-3-sulfonyl chloride FC1=CC=C(OC2=CC=C(C=N2)S(=O)(=O)Cl)C=C1